[4-[(3S,4S)-3-hydroxypiperidine-4-carbonyl]piperazin-1-yl]-[2-methyl-4-[[3-[3-(trifluoromethyl)-1H-pyrazol-4-yl]imidazo[1,2-a]pyrazin-8-yl]amino]phenyl]methanone O[C@@H]1CNCC[C@@H]1C(=O)N1CCN(CC1)C(=O)C1=C(C=C(C=C1)NC=1C=2N(C=CN1)C(=CN2)C=2C(=NNC2)C(F)(F)F)C